ISOQUINOLINE-5,8-DIONE C1=NC=CC=2C(C=CC(C12)=O)=O